3-Chloro-5-(2-(4-((2-(4-(piperazin-1-ylmethyl)piperidin-1-yl)pyrimidin-4-yl)methoxy)Phenyl)propan-2-yl)benzonitrile ClC=1C=C(C#N)C=C(C1)C(C)(C)C1=CC=C(C=C1)OCC1=NC(=NC=C1)N1CCC(CC1)CN1CCNCC1